6-(4-chlorophenyl)-5-phenyl-N-[[4-(trifluoromethyl)-1-piperidyl]sulfonyl]-4,5-dihydro-3H-pyridazine-2-carboxamide ClC1=CC=C(C=C1)C=1C(CCN(N1)C(=O)NS(=O)(=O)N1CCC(CC1)C(F)(F)F)C1=CC=CC=C1